3-chloro-7-(((cyclobutylmethyl)amino)methyl)-1H-pyrrolo[3,2-b]pyridine-5-carbonitrile ClC1=CNC=2C1=NC(=CC2CNCC2CCC2)C#N